C(C)(C)C1=NC=NC=C1B1OC(C(O1)(C)C)(C)C 4-isopropyl-5-(4,4,5,5-tetramethyl-1,3,2-dioxaborolan-2-yl)pyrimidine